O=C1NC(CCC1N1C(C2=CC=CC(=C2C1=O)C#CCCCN1CCC(CC1)C1=CC=C(C(=O)N2CCC(CC2)CCCCNC(\C=C\C=2C=NC=CC2)=O)C=C1)=O)=O (E)-N-(4-(1-(4-(1-(5-(2-(2,6-dioxopiperidin-3-yl)-1,3-dioxoisoindolin-4-yl)pent-4-yn-1-yl)piperidin-4-yl)benzoyl)piperidin-4-yl)butyl)-3-(pyridin-3-yl)acrylamide